5,7-difluoroindol-2-one FC1=CC2=CC(N=C2C(=C1)F)=O